ClC=1C=CC(N(N1)CC)=O 6-chloro-2-ethylpyridazin-3(2H)-one